COC1=CC=C(C=C1)[C@@H](C)N(CC=C(C1=CC=CC=C1)C1=CC=CC=C1)CCN1CCCCC1 (R)-N-(1-(4-methoxyphenyl)ethyl)-3,3-diphenyl-N-(2-(piperidin-1-yl)ethyl)prop-2-en-1-amine